C(=C)CC(=O)O.C(C=C)(=O)O acrylic acid vinyl-acetate